COC1(C(=C(C=CC1)OC)C1=CC=CC=C1)P (2,6-dimethoxybiphenyl-2-yl)phosphine